BrC1=C([O-])C=CC(=C1)Br.[Li+] lithium 2,4-dibromophenoxide